(S)-2-((t-Butoxycarbonyl)amino)-4-ethoxy-4-oxobutanoic acid C(C)(C)(C)OC(=O)N[C@H](C(=O)O)CC(=O)OCC